C(C)(=O)O.CC(C(=O)C=1SC=C(C1)C)(C)N1CCOCC1 2-methyl-1-(4-methylthiophenyl)-2-morpholinyl-1-propanone acetate